N-methyl-N'-vinyl-imidazolium chloride [Cl-].CN1C=[N+](C=C1)C=C